S1C=CC=2NC=CC21 THIENO[3,2-B]PYRROLE